(R)-3-(2,6-dichloro-4-((4-(3-chloropropoxy)phenyl)sulfonyl)phenoxy)propane-1,2-diol ClC1=C(OC[C@@H](CO)O)C(=CC(=C1)S(=O)(=O)C1=CC=C(C=C1)OCCCCl)Cl